COC=1C=CC(=C(C1)C1=CC(=C(C=C1)C(=O)OC1=CC(=CC=C1)[C@@H]([C@@H](C(=O)OC(C)(C)C)C)C1CC1)C)C(N(CC(C)(C)C)C1=NC(=CC=C1)C)=O 3-((1R,2S)-3-(tert-butoxy)-1-cyclopropyl-2-methyl-3-oxopropyl)phenyl 5'-methoxy-3-methyl-2'-((6-methylpyridin-2-yl)(neopentyl)carbamoyl)-[1,1'-biphenyl]-4-carboxylate